[C@H]12NC[C@H](NC1)C2 (1R,4R)-2,5-diazabicyclo[2.2.1]heptan